Cl.C(#C)C1=CC=C(C=C1)N1C=2N(CC(C1)CN)N=CC2 (4-(4-ethynylphenyl)-4,5,6,7-tetrahydropyrazolo[1,5-a]pyrimidin-6-yl)methanamine hydrochloride